(R)-1-(6-(5-((1-(dimethylamino)propan-2-yl)oxy)-4-((5-fluoroquinolin-6-yl)amino)quinazolin-7-yl)-2,6-diazaspiro[3.3]heptan-2-yl)ethan-1-one CN(C[C@@H](C)OC1=C2C(=NC=NC2=CC(=C1)N1CC2(CN(C2)C(C)=O)C1)NC=1C(=C2C=CC=NC2=CC1)F)C